FC1(C[C@H]2[C@H]([C@H](CC[C@@]2([C@H]2CC[C@]3([C@H]([C@H]12)CC[C@@H]3[C@H](C)CCCC(C3=C(C=C(C=C3F)F)F)O)C)C)O)O)F (1R,3aS,3bS,5aR,6R,7S,9aR,9bS,11aR)-4,4-difluoro-1-[(2R)-6-hydroxy-6-(2,4,6-Trifluorophenyl)hex-2-yl]-9a,11a-dimethylhexadecahydro-1H-cyclopenta[1,2-a]phenanthrene-6,7-diol